3-(3-(tert-butyl)-1-methyl-1H-pyrazole-5-carboxamido)cyclobutan-1-aminium chloride [Cl-].C(C)(C)(C)C1=NN(C(=C1)C(=O)NC1CC(C1)[NH3+])C